methylacetoacetate monooxime CCC(CC(=O)[O-])=NO